[NH+]1=CC=CC=C1.C(C1=CC=CC=C1)Br benzyl bromide pyridinium salt